(7-methoxy-1-oxo-isoindolin-5-yl)boronic acid COC=1C=C(C=C2CNC(C12)=O)B(O)O